NC1=N[C@@](CS(C1(C)C)(=O)=O)(C1=CC2=C(SC3=C2C=C(C=C3)C#CC3(COC3)C)C=C1)C (R)-5-Amino-3,6,6-trimethyl-3-(8-((3-methyloxetan-3-yl)ethynyl)dibenzo[b,d]thiophen-2-yl)-3,6-dihydro-2H-1,4-thiazine 1,1-dioxide